1-(4-Methoxy-phenyl)pyrazol-4-ol COC1=CC=C(C=C1)N1N=CC(=C1)O